FC(C1=NN=C(O1)C1=CC=C(CN2C(N(C3=C2C=C(C(=C3)F)F)C3CCN(CC3)S(=O)(=O)C)=O)C=C1)F 1-(4-(5-(difluoromethyl)-1,3,4-oxadiazol-2-yl)benzyl)-5,6-difluoro-3-(1-(methylsulfonyl)piperidin-4-yl)-1,3-dihydro-2H-benzo[d]imidazol-2-one